FC1CN(CCC1)[C@H]1CN(CC1)C(=O)OCC1=CC=CC=C1 Benzyl (3R)-3-(3-fluoropiperidin-1-yl)pyrrolidine-1-carboxylate